NCC1(CCN(CC1)C=1N=CC(=NC1)SC=1C(=C(C=CC1)NC(=O)C1=C(C(=CN(C1=C=O)C)C1=CC=NC=C1)O)Cl)C N-(3-((5-(4-(aminomethyl)-4-methylpiperidin-1-yl)pyrazin-2-yl)thio)-2-chlorophenyl)-4-hydroxy-1-methyl-6-carbonyl-1,6-dihydro-[3,4'-bipyridine]-5-carboxamide